2-(ethoxycarbonylmethyl)pyrrole C(C)OC(=O)CC=1NC=CC1